[4-(6-Amino-4-methoxy-pyridazin-3-yl)-piperidin-1-yl]-[5-(4-fluoro-phenoxy)-4-methoxy-pyridin-2-yl]-methanone NC1=CC(=C(N=N1)C1CCN(CC1)C(=O)C1=NC=C(C(=C1)OC)OC1=CC=C(C=C1)F)OC